CC1(CC(=O)OCC(C1)C)C 3,3,5-trimethyl-ε-caprolactone